BrC(C=O)=CO 2-BROMO-3-HYDROXY-PROPENAL